2-((4-methoxybenzyl)sulfonyl)pyridine COC1=CC=C(CS(=O)(=O)C2=NC=CC=C2)C=C1